ClC=1C=C(OCCOCCOCC(=O)O)C=CC1C=1N(C2=NC=NC(=C2N1)OC1(CC1)C)CC1=CC(=CC=C1)Cl 2-(2-(2-(3-chloro-4-(9-(3-chlorobenzyl)-6-(1-methylcyclopropoxy)-9H-purin-8-yl)phenoxy)ethoxy)ethoxy)acetic acid